NC=1N=CC2=C(N1)C1(C(N(C2)C=2C=C(C=CC2C)NC(C2=CN=CC(=C2)C(F)(F)F)=O)=O)CC1 N-(3-(2'-amino-7'-oxo-5'H-spiro[cyclopropane-1,8'-pyrido[4,3-d]pyrimidine]-6'(7'H)-yl)-4-methylphenyl)-5-(trifluoromethyl)nicotinamide